C1(CCCC1)N1N=C(C2=CC=C(C=C12)COC1=CC=C(C=C1)[C@@H](CC(=O)O)C)C1=CC=C(C=C1)O (R)-3-(4-((1-cyclopentyl-3-(4-hydroxyphenyl)-1H-indazol-6-yl)methoxy)phenyl)butanoic acid